FC(C(=O)O)(F)F.CN1N=CC=C1C1=CC=C(C=C1)C(C)N 1-[4-(2-methylpyrazol-3-yl)phenyl]ethanamine trifluoroacetate